1-tridecanoyl-2-(9Z,12Z-heptadecadienoyl)-glycero-3-phosphocholine CCCCCCCCCCCCC(=O)OC[C@H](COP(=O)([O-])OCC[N+](C)(C)C)OC(=O)CCCCCCC/C=C\C/C=C\CCCC